3-(4-((2-(ortho-tolyl)benzyl)oxy)phenyl)propanoic acid C1(=C(C=CC=C1)C1=C(COC2=CC=C(C=C2)CCC(=O)O)C=CC=C1)C